Cl.FC1=C(C=CC=C1)C(C)(C)N 2-(2-fluorophenyl)propan-2-amine-hydrochloride